Aluminum octadecenyl acetate C(C)(=O)OC=CCCCCCCCCCCCCCCCC.[Al]